N-(2-(4-((4-(1H-indol-3-yl)-1H-1,2,3-triazol-1-yl)methyl)piperidin-1-yl)ethyl)benzenesulfonamide Methyl-2,6-dichloro-5-(trifluoromethyl)nicotinate COC(C1=C(N=C(C(=C1)C(F)(F)F)Cl)Cl)=O.N1C=C(C2=CC=CC=C12)C=1N=NN(C1)CC1CCN(CC1)CCNS(=O)(=O)C1=CC=CC=C1